2-[(1R,5S,6S)-3-azabicyclo[3.1.0]Hexane-6-yl]-5-(trifluoromethyl)-1,3-benzothiazole hydrochloride Cl.[C@H]12CNC[C@@H]2C1C=1SC2=C(N1)C=C(C=C2)C(F)(F)F